AminoCyclopropane NC1CC1